2-[(2-chloro-3-methylpyridin-4-yl)methyl]isoindole-1,3-dione ClC1=NC=CC(=C1C)CN1C(C2=CC=CC=C2C1=O)=O